FC1N(C2=CC=CC=C2NC1)C1=CC=C(C=C1)F fluoro-1-(4-fluorophenyl)-1,2,3,4-tetrahydroquinoxaline